BrC1=CC=C2C(=NNC(C2=C1)=O)C 7-bromo-4-methyl-2H-phthalazin-1-one